1,3-divinyldisiloxane C(=C)[SiH2]O[SiH2]C=C